2-fluoro-3-iodo-N-methyl-4-((((4-(trifluoromethyl)phenyl))methylamino))benzenesulfonamide FC1=C(C=CC(=C1I)NCC1=CC=C(C=C1)C(F)(F)F)S(=O)(=O)NC